C1(=CC=CC=C1)[C@@H](C=C)C=1C(=NC=CC1)C=1SC=CC1 (R)-3-(1-phenylallyl)-2-(2-thienyl)pyridine